1,2-bis(4-(tert-butyl)phenyl)disulfane C(C)(C)(C)C1=CC=C(C=C1)SSC1=CC=C(C=C1)C(C)(C)C